2-(benzyl(2-hydroxyethyl)amino)-1-(2-methylpyridin-4-yl)ethan-1-one methyl-5-[(methanesulfonyloxy)methyl]-2-methylpyrazole-3-carboxylate COC(=O)C=1N(N=C(C1)COS(=O)(=O)C)C.C(C1=CC=CC=C1)N(CC(=O)C1=CC(=NC=C1)C)CCO